1-(6-bromo-2-methoxyquinolin-3-yl)-4-dimethylamino-2-(1-naphthyl)-1-phenyl-butan-2-ol BrC=1C=C2C=C(C(=NC2=CC1)OC)C(C(CCN(C)C)(O)C1=CC=CC2=CC=CC=C12)C1=CC=CC=C1